CC1=NC(=CC(=C1)OCCC1=CC=C(C=C1)[C@@H](C)[C@]1(C(NC(C1)=O)=O)C)C (3S)-3-[(1R)-1-[4-[2-[(2,6-dimethyl-4-pyridinyl)oxy]ethyl]phenyl]ethyl]-3-methyl-pyrrolidine-2,5-dione